NC1=NN(C2=CC=C(C=C12)CC1=CC(=CC(=C1)F)F)C(=O)C1=CC=NN1CCOCCNC(OCC1=CC=CC=C1)=O benzyl N-[2-[2-[5-[3-amino-5-[(3,5-difluorophenyl)methyl]indazole-1-carbonyl]pyrazol-1-yl]ethoxy]ethyl]carbamate